(2S,6R)-2,6-dimethyl-4-(4-nitro-3-(trifluoromethyl)phenyl)morpholine C[C@H]1CN(C[C@H](O1)C)C1=CC(=C(C=C1)[N+](=O)[O-])C(F)(F)F